tert-Butyl (1-(4-amino-2-methoxyphenyl)-6-(pyrazolo[1,5-a]pyrimidin-3-yl)-1H-pyrazolo[4,3-c]pyridin-3-yl)(2-(dimethylamino)ethyl)carbamate NC1=CC(=C(C=C1)N1N=C(C=2C=NC(=CC21)C=2C=NN1C2N=CC=C1)N(C(OC(C)(C)C)=O)CCN(C)C)OC